6-(2,2-difluorocyclopropyl)-N-(8-fluoro-7-(2-hydroxypropan-2-yl)-2-(1-(2-(piperazine-1-yl)acetyl)piperidin-4-yl)imidazo(1,2-a)pyridin-6-yl)pyridineamide FC1(C(C1)C1=CC=CC(=N1)C(=O)NC=1C(=C(C=2N(C1)C=C(N2)C2CCN(CC2)C(CN2CCNCC2)=O)F)C(C)(C)O)F